Cl.CNC1CC2=C(OC1)C(=C(S2)C)C N,2,3-trimethyl-6,7-dihydro-5H-thieno[3,2-b]pyran-6-amine hydrochloride